(2R,5S*)-2-Cyclopropyl-5-methyl-2,3,4,5-tetrahydropyrido[2,3-f][1,4]oxazepin-7-ol hydrochloride Cl.C1(CC1)[C@H]1OC2=C([C@@H](NC1)C)N=C(C=C2)O |o1:8|